C(CCCCCCCCCCC)C=1OC=2N=C3N(C(C2N1)=O)CCCC3 2-dodecyl-5,6,7,8-tetrahydro-10H-oxazolo[5,4-d]pyrido[1,2-a]pyrimidin-10-one